butylaminotrisiloxane C(CCC)N[SiH2]O[SiH2]O[SiH3]